4-Amino-N-(2-methoxyethyl)-8-(4-methoxy-3-pyridyl)-2-oxo-1H-quinoline-3-carboxamide NC1=C(C(NC2=C(C=CC=C12)C=1C=NC=CC1OC)=O)C(=O)NCCOC